C(C1=CC=CC=C1)N1C(CC(C2=CC(=CC=C12)NC(=O)NC(C)(C)C)(C)C)=O 1-(1-benzyl-4,4-dimethyl-2-oxo-1,2,3,4-tetrahydroquinolin-6-yl)-3-(tert-butyl)urea